3,4,5,6,8,9-hexahydro-7H-pyrimido[4,5-d]azepine-7-carboxylate N1=CNCC2=C1CCN(CC2)C(=O)[O-]